3-benzyl 8-(tert-butyl) (1S,2S,5R)-2-((S)-1-hydroxybutyl)-3,8-diazabicyclo[3.2.1]octane-3,8-dicarboxylate O[C@@H](CCC)[C@@H]1[C@@H]2CC[C@H](CN1C(=O)OCC1=CC=CC=C1)N2C(=O)OC(C)(C)C